(3S,4r,5R)-1-(3-cyclohexylpropyl)piperidine-3,4,5-triol C1(CCCCC1)CCCN1C[C@@H](C([C@@H](C1)O)O)O